(S)-1'-(4-amino-5-((2-amino-3-chloro-pyridin-4-yl)thio)pyrimidin-2-yl)-5,7-di-hydrospiro[cyclopenta[b]pyridine-6,4'-piperidin]-5-amine NC1=NC(=NC=C1SC1=C(C(=NC=C1)N)Cl)N1CCC2(CC1)[C@@H](C=1C(=NC=CC1)C2)N